(3-chloro-6-(4,4-difluorobut-3-en-1-yl)pyrazin-2-yl)piperidine-4-carboxylic acid ethyl ester C(C)OC(=O)C1CCN(CC1)C1=NC(=CN=C1Cl)CCC=C(F)F